OC(C=1C=C(C=CC1)NC(=O)C=1N(N=C(C1)C(F)(F)F)C1=CC(=CC=C1)C#N)C1=CC2=CC=C(C=C2C=C1)OC 2-(3-Cyano-phenyl)-5-trifluoromethyl-2H-pyrazole-3-carboxylic acid {3-[hydroxy-(6-methoxy-naphthalen-2-yl)-methyl]-phenyl}-amide